NC1=CC(=CC=2C3=CC(=CC=C3N(C12)CC1=CC=C(CP(OC(C)(C)C)(OC(C)(C)C)=O)C=C1)Cl)Cl Di-tert-butyl (4-((1-amino-3,6-dichloro-9H-carbazole-9-yl)methyl)benzyl)phosphonate